6-[di(propan-2-yl)phosphoryl]-2-methyl-N-{(1R)-1-[2-methyl-3-(trifluoromethyl)phenyl]ethyl}pyrido[3,4-d]pyrimidin-4-amine CC(C)P(=O)(C(C)C)C1=CC2=C(N=C(N=C2N[C@H](C)C2=C(C(=CC=C2)C(F)(F)F)C)C)C=N1